CC(C)(C)OC(=O)NC(C)(C1=CC=CC=C1)C1=NN(C2=CN=C(C=C21)Cl)CCCCCCCCCCCCCC ((1-(5-chloro-1-(tridecylmethyl)pyrazolo[3,4-c]pyridin-3-yl)-1-phenylethyl)amino)methanoic acid-2-methylpropan-2-yl ester